C(C)N(C(=N)N)CC N,N-diethylguanidine